2-(Difluoromethyl)-N'-((3-methyl-2-(trifluoromethyl)-6,7-dihydro-5H-cyclopenta[b]pyridin-4-yl)carbamoyl)thiazole-5-sulfonimidamide FC(C=1SC(=CN1)S(=O)(N)=NC(NC1=C2C(=NC(=C1C)C(F)(F)F)CCC2)=O)F